N[C@](COC1=C(C=C(C=N1)C1=CC=NC2=CC(=CC=C12)C#N)F)(CC(C)C)C (S)-4-(6-((2-amino-2,4-dimethylpentyl)oxy)-5-fluoropyridin-3-yl)quinoline-7-carbonitrile